N-Boc-trans-3,4-Pyrrolidinedicarboxylic acid, dimethyl ester C(=O)(OC(C)(C)C)N1C[C@H]([C@@H](C1)C(=O)OC)C(=O)OC